N\C(\C(=O)N)=C\C (E)-2-amino-2-butenamide